6-{[(1s,4s)-4-{bis[(2S,3R,4R,5R)-2,3,4,5,6-pentahydroxyhexyl]amino}cyclohexyl]carbamoyl}-1H-1,3-benzodiazol-3-ium O[C@@H](CN(C1CCC(CC1)NC(=O)C=1C=CC2=C(NC=[NH+]2)C1)C[C@@H]([C@H]([C@@H]([C@@H](CO)O)O)O)O)[C@H]([C@@H]([C@@H](CO)O)O)O